[1,4]oxazino[2,3,4-ij]quinazolin-5(3H)-one O1CCN2C(N=CC3=CC=CC1=C23)=O